C1(CC1)OC=1C(=CC=2C(N1)=NN(C2)C21COC(C2)(C1)C)C(=O)NC=1C(N(C=CC1)[C@@H]1[C@@H](C1)C)=O 6-cyclopropoxy-2-(1-methyl-2-oxabicyclo[2.1.1]hex-4-yl)-N-(1-((1s,2r)-2-methylcyclopropyl)-2-oxo-1,2-dihydropyridin-3-yl)-2H-pyrazolo[3,4-b]pyridine-5-carboxamide